N-(2-((1-methylazetidin-3-yl)oxy)-5-(4-(4-((6-(trifluoromethyl)pyridazin-3-yl)oxy)phenyl)-piperidine-1-carbonyl)phenyl)-1-phenylmethanesulfonamide CN1CC(C1)OC1=C(C=C(C=C1)C(=O)N1CCC(CC1)C1=CC=C(C=C1)OC=1N=NC(=CC1)C(F)(F)F)NS(=O)(=O)CC1=CC=CC=C1